FC1(CCN(CC1)C=1C=C(OC2=NC=NC3=CC(=CC(=C23)N2CCC3(CC3)CC2)NS(=O)(=O)CCO)C=C(C1)C)F N-(4-(3-(4,4-Difluoropiperidin-1-yl)-5-methylphenoxy)-5-(6-azaspiro[2.5]octan-6-yl)quinazolin-7-yl)-2-hydroxy-ethane-1-sulfonamide